6-((3S,4s,5R)-4-hydroxy-3,5-dimethylpiperidin-1-yl)quinoline-4-carboxylic acid ethyl ester C(C)OC(=O)C1=CC=NC2=CC=C(C=C12)N1C[C@@H](C([C@@H](C1)C)O)C